F[C@@H]1[C@@H](C1)NC(=O)C1=CN=C2N1N=C(C=C2NC)NC2=C(C(=O)O)C=CC=C2 2-[(3-{[(1R,2S)-2-fluorocyclopropyl]carbamoyl}-8-(methylamino)imidazo[1,2-b]pyridazin-6-yl)amino]benzoic Acid